[Na+].C(=C)C1=CC=C(COC=2C=C(C=3C=CC4=C(C=C(C=5C=CC2C3C54)S(=O)(=O)[O-])S(=O)(=O)[O-])S(=O)(=O)[O-])C=C1.[Na+].[Na+] 8-((4-vinylbenzyl)oxy)pyrene-1,3,6-trisulphonic acid sodium salt